C(#N)C1=C(C=CC=C1)C(CC=1N(C(C(=C(N1)C(=O)OCC)OC)=O)C)C=1C=NN(C1)C ethyl 2-(2-(2-cyanophenyl)-2-(1-methyl-1H-pyrazol-4-yl) ethyl)-5-methoxy-1-methyl-6-oxo-1,6-dihydropyrimidine-4-carboxylate